C1=NN=C2N1C1=C(CC(C2)=O)C=CC=C1 4H-[1,2,4]Triazolo[4,3-a][1]Benzazepin-5(6H)-one